6-(1-(3-Chloropyridin-2-yl)-3-methoxy-1H-pyrazol-5-carboxamido)-N-(cyanomethyl)-5-methylpyrazolo[1,5-a]pyridin-7-carboxamid ClC=1C(=NC=CC1)N1N=C(C=C1C(=O)NC=1C(=CC=2N(C1C(=O)NCC#N)N=CC2)C)OC